CO[C@H]1[C@@H]2[C@H](OC1)[C@H](CO2)OC (3R,3aR,6S,6aR)-3,6-dimethoxyhexahydrofurano[3,2-b]furan